N-cyclopentyl-2-(3-(2,6-dioxopiperidin-3-yl)-1H-indazol-1-yl)acetamide C1(CCCC1)NC(CN1N=C(C2=CC=CC=C12)C1C(NC(CC1)=O)=O)=O